N1C(=CC=C2C=CC=3C(=C12)C=CN3)N Azoloquinolinamine